(R)-4,4-diethoxy-1-(6-(3-fluoropyrrolidin-1-yl)pyridin-3-yl)butane-1,3-dione C(C)OC(C(CC(=O)C=1C=NC(=CC1)N1C[C@@H](CC1)F)=O)OCC